N[C@H]1C(NC1)=O (3R)-3-amino-azetidin-2-one